FC(C=1C(=C(C=CC1)[C@@H](C)NC=1C2=C(N=C(N1)C)NC(C(=C2)C2CCN(CC2)C(CC#N)=O)=O)F)F (R)-3-(4-(4-((1-(3-(difluoromethyl)-2-fluorophenyl)ethyl)amino)-2-methyl-7-oxo-7,8-dihydropyrido[2,3-d]pyrimidin-6-yl)piperidin-1-yl)-3-oxopropanenitrile